C(C)(C)(C)C1=CC=C(C=C1)NC(C(C1=CC=C(C=C1)OCC)N(C(=O)C1=CC(=NO1)O)C)=O N-(2-((4-tert-butylphenyl)amino)-1-(4-ethoxyphenyl)-2-oxoethyl)-3-hydroxy-N-methyl-1,2-oxazole-5-carboxamide